C1(C(CC(CC1)C(=C)C)O)C p-menth-8-en-2-ol